tert-butyl (1R,3r,5S)-3-(7-chloro-1-methyl-2,3-dioxo-2,3-dihydropyrido[2,3-b]pyrazin-4(1H)-yl)-8-azabicyclo[3.2.1]octane-8-carboxylate ClC1=CC2=C(N(C(C(N2C)=O)=O)C2C[C@H]3CC[C@@H](C2)N3C(=O)OC(C)(C)C)N=C1